5-[(4R,10bS)-4-methyl-8-(3-oxa-7,9-diazabicyclo[3.3.1]non-7-yl)-3,4,6,10b-tetrahydro-1H-pyrazino[2,1-a]isoindol-2-yl]quinoline-8-carbonitrile C[C@@H]1CN(C[C@H]2N1CC1=CC(=CC=C21)N2CC1COCC(C2)N1)C1=C2C=CC=NC2=C(C=C1)C#N